FC=1C(=C(C=C(C1)C)O)C=1N=NC(=CC1)N1C[C@H](OCC1)CO 3-fluoro-2-[6-[(2S)-2-(hydroxymethyl)morpholin-4-yl]pyridazin-3-yl]-5-methyl-phenol